2,3-diaminonaphthacene NC1=CC2=CC3=CC4=CC=CC=C4C=C3C=C2C=C1N